8-((2s,5r)-4-(1-(5-chloro-2,3-dihydrobenzofuran-7-yl)propyl)-2,5-dimethylpiperazin-1-yl)-5-methyl-6-oxo-5,6-dihydro-1,5-naphthyridine-2-carbonitrile ClC=1C=C(C2=C(CCO2)C1)C(CC)N1C[C@@H](N(C[C@H]1C)C1=CC(N(C=2C=CC(=NC12)C#N)C)=O)C